bis(p-tert-butyl-phenylpropionic acid) aluminum [Al].C(C)(C)(C)C1=CC=C(C=C1)C(C(=O)O)C.C(C)(C)(C)C1=CC=C(C=C1)C(C(=O)O)C